(4-methoxy-2-(2H-1,2,3-triazol-2-yl)phenyl)((1S,4S,6R)-6-((5-(trifluoromethyl)pyrazin-2-yl)amino)-2-azabicyclo[2.2.1]heptan-2-yl)methanone COC1=CC(=C(C=C1)C(=O)N1[C@@H]2[C@@H](C[C@H](C1)C2)NC2=NC=C(N=C2)C(F)(F)F)N2N=CC=N2